ethyl 2-(5-methoxypyridin-3-yl)-2-oxoacetate COC=1C=C(C=NC1)C(C(=O)OCC)=O